FC1=C(C=CC=C1F)[C@@H]1N(OCC1)C1=CC(=NC=N1)NC1=C(C=C(C=C1)N1CCC(CC1)N1CCN(CCC1)C)OC (R)-6-(3-(2,3-difluorophenyl)isoxazolidin-2-yl)-N-(2-methoxy-4-(4-(4-methyl-1,4-diazepan-1-yl)piperidin-1-yl)phenyl)pyrimidin-4-amine